4-methoxy-1H-imidazo[4,5-C]pyridine sodium hydride [H-].[Na+].COC1=NC=CC2=C1N=CN2